(1-(1-methoxyisoquinolin-5-yl)-5-(trifluoromethyl)-1H-pyrazol-4-yl)-2-nitrooxazole COC1=NC=CC2=C(C=CC=C12)N1N=CC(=C1C(F)(F)F)C=1N=C(OC1)[N+](=O)[O-]